tert-butyl ((5-(dimethylcarbamoyl)-1H-pyrazol-3-yl)methyl)carbamate CN(C(=O)C1=CC(=NN1)CNC(OC(C)(C)C)=O)C